C(C)(C)N1N=C(C=C1)[S@@](=O)(N)=NC(NC1=C2C(=NC3=C1CCC3)[C@@H](CC2)C)=O |o1:23| (R,R) or (R,S)-1-isopropyl-N'-((3-methyl-1,2,3,5,6,7-hexa-hydrodicyclopenta[b,e]pyridin-8-yl)carbamoyl)-1H-pyrazole-3-sulfonimidamide